ClC1=C(C(=CC=C1)C(F)(F)F)NC(NC(C(=O)N(C)C)=CC1=CC(=CC=C1)[N+](=O)[O-])=O 2-(3-(2-chloro-6-(trifluoromethyl)phenyl)ureido)-N,N-dimethyl-3-(3-nitrophenyl)propenamide